COC=1C=C(C=CC1O)CCC(C)=O 4-(3-methoxy-4-hydroxyphenyl)-2-butanone